COC1=NC2=CC=CC=C2C=C1 methoxyquinolin